The molecule is a D-5-monosubstituted hydantoin that is imidazolidine-2,4-dione in which the pro-R hydrogen at position 5 has been replaced by a phenyl group. C1=CC=C(C=C1)[C@@H]2C(=O)NC(=O)N2